ClC1=CC=C2C(N(C(=NC2=C1)C)C1=CC(=CC=C1)O)=O 7-Chloro-3-(3-hydroxyphenyl)-2-methylquinazolin-4(3H)-one